(S)-4-methyl-2-(6-oxo-3-(2-oxoethyl)pyridazin-1(6H)-yl)pentanoic acid methyl ester COC([C@H](CC(C)C)N1N=C(C=CC1=O)CC=O)=O